CC1=NSC(=N1)NC(=O)C1=C(C=CC=C1)NC(CCOCCOCCNC(OC(C)(C)C)=O)=O tert-butyl (2-(2-(3-((2-((3-methyl-1,2,4-thiadiazol-5-yl)carbamoyl)phenyl)amino)-3-oxopropoxy)ethoxy)ethyl)carbamate